tri-ethyl-sulfonium bis(trifluoromethanesulfonyl)imide [N-](S(=O)(=O)C(F)(F)F)S(=O)(=O)C(F)(F)F.C(C)[S+](CC)CC